(2R,3R,4S,5R)-2-(5-amino-7-methyl-2,6,7,9,11-pentazatricyclo[6.3.1.04,12]dodeca-1(12),3,5,8,10-pentaen-2-yl)-5-(hydroxymethyl)oxolane-3,4-diol NC=1C2=CN(C=3N=CN=C(N(N1)C)C32)[C@@H]3O[C@@H]([C@H]([C@H]3O)O)CO